FC1=C(C=C(C(=C1)F)OC[C@H](C)NS(=O)(=O)C(F)(F)F)CNC(OCC(F)F)=O 2,2-difluoroethyl N-[[2,4-difluoro-5-[(2S)-2-(trifluoromethylsulfonylamino) propoxy]phenyl]methyl]carbamate